7-((4,6-dimethyl-2-oxo-1,2-dihydropyridin-3-yl)methyl)-2-(4-(dimethylamino)cyclohexyl)-2,9-dimethyl-2,3,6,7-tetrahydrofuro[3,2-g]isoquinolin-8(5H)-one CC1=C(C(NC(=C1)C)=O)CN1C(C2=C(C3=C(C=C2CC1)CC(O3)(C)C3CCC(CC3)N(C)C)C)=O